C1(=C(C(=CC(=C1)C)C)[S+](C1=C(C=CC=C1)C(F)(F)F)C1=C(C=CC=C1)C(F)(F)F)C mesitylbis(2-(trifluoromethyl)phenyl)sulfonium